(7-methoxy-4-(1-methyl-3-phenyl-1H-pyrazol-4-yl)quinazolin-6-yl)-1-methyl-1H-pyrazole-4-carboxamide COC1=C(C=C2C(=NC=NC2=C1)C=1C(=NN(C1)C)C1=CC=CC=C1)C1=NN(C=C1C(=O)N)C